2-phenyl-N-(5-chloro-2-(2-methoxyethoxy)phenyl)-cyclopropane-1-carboxamide C1(=CC=CC=C1)C1C(C1)C(=O)NC1=C(C=CC(=C1)Cl)OCCOC